1-(4-(4-amino-1H-pyrazolo[3,4-d]pyrimidin-3-yl)-2-fluorophenyl)-3-(5-(1-(trifluoromethyl)cyclopropyl)isoxazol-3-yl)urea NC1=C2C(=NC=N1)NN=C2C2=CC(=C(C=C2)NC(=O)NC2=NOC(=C2)C2(CC2)C(F)(F)F)F